C(C1=CC=CC=C1)OC1=CC(=CC(=C1)CBr)CBr 1-(benzyloxy)-3,5-bis(bromomethyl)benzene